trans-spiro[chromane-4,1'-cyclopropane]-2'-carboxylic acid ethyl ester C(C)OC(=O)C1C2(C1)CCOC1=CC=CC=C12